ClC1=CC=C(OCC(=O)NCC2CCN(CC2)CCCOC2=CC=C(C=C2)Cl)C=C1 2-(4-chlorophenoxy)-N-((1-(3-(4-chlorophenoxy)propyl)piperidin-4-yl)methyl)acetamide